CC1=C(C(=O)N(N1C)C2=CC=CC=C2)N(C)CS(=O)(=O)[O-] The molecule is an organosulfonate oxoanion resulting from the removal of a proton from the sulfonic acid group of metamizole. It is a conjugate base of a metamizole.